ClC1=CC=NC=2C(CC[C@H](C12)C)=O (5R)-4-chloro-5-methyl-6,7-dihydro-quinolin-8(5H)-one